C(CCCCCCCCCCC)(=O)OC(C)CC(CCCC)=O 4-oxooctan-2-yl dodecanoate